O=C(CCCCCCC(=O)NC1=CC=CC=C1)NNCC#C 8-Oxo-N-phenyl-8-(2-(prop-2-yn-1-yl)hydrazineyl)octanamide